NC1CC=2C(=C(C=3C=C(N=CC3C2)C2CC2)S(=O)(=O)NCC(C)(C)O[Si](C2=CC=CC=C2)(C2=CC=CC=C2)C(C)(C)C)C1 7-amino-N-[2-[tert-butyl(diphenyl)silyl]oxy-2-methyl-propyl]-3-cyclopropyl-7,8-dihydro-6H-cyclopenta[g]isoquinoline-5-sulfonamide